N[N+]1=CC=C(C=C1)NC(=O)OC(C)(C)C 1-amino-4-tert-butoxycarbonylamino-pyridinium